ClC1=CC(=CC(=N1)NCC)C1(COC1)CC1=NN=CN1C 6-chloro-N-ethyl-4-{3-[(4-methyl-1,2,4-triazol-3-yl)methyl]oxetan-3-yl}pyridin-2-amine